C1(CC1)NC(=O)C1=CC2=C(NC3=CC=CC=C23)C(=N1)CCC1=CC=CC=C1 N-cyclopropyl-1-phenethyl-9H-pyrido[3,4-b]indole-3-carboxamide